(2S,4R)-4-fluoro-1-{3-[N-(1-methyl-1H-pyrazol-3-yl)acetamido]propanoyl}-N-[(S)-phenyl[4-(propan-2-yl)phenyl]methyl]pyrrolidine-2-carboxamide F[C@@H]1C[C@H](N(C1)C(CCN(C(C)=O)C1=NN(C=C1)C)=O)C(=O)N[C@H](C1=CC=C(C=C1)C(C)C)C1=CC=CC=C1